O1C[N]C(C1)=O 3λ2-oxazolidin-4-one